2-((5-bromo-7-methyl-1H-indol-4-yl)methyl)-2H-indazole-6-carbonitrile BrC=1C(=C2C=CNC2=C(C1)C)CN1N=C2C=C(C=CC2=C1)C#N